(S)-1-(4-(1-aminoethyl)phenyl)-3-(4-chlorobenzyl)urea N[C@@H](C)C1=CC=C(C=C1)NC(=O)NCC1=CC=C(C=C1)Cl